(5S,6R)-6-ethyl-1,3-diazaspiro[4.4]nonane-2,4-dione C(C)[C@H]1[C@]2(C(NC(N2)=O)=O)CCC1